5-(5-amino-1,2,4-thiadiazol-3-yl)-N-((6-methoxy-3,3-dimethyl-2,3-dihydrobenzofuran-7-yl)sulfonyl)quinoline-2-carboxamide NC1=NC(=NS1)C1=C2C=CC(=NC2=CC=C1)C(=O)NS(=O)(=O)C1=C(C=CC=2C(COC21)(C)C)OC